CC1(CCOCC1)CNC(=O)[C@@H]1CC12CCN(CC2)C(=O)OC(C(F)(F)F)C(F)(F)F |r| 1,1,1,3,3,3-hexafluoropropan-2-yl (±)-1-(((4-methyltetrahydro-2H-pyran-4-yl)methyl)carbamoyl)-6-azaspiro[2.5]octane-6-carboxylate